O(C1[C@H](O)[C@@H](O)[C@H](O)[C@H](O1)CO)CCN1CCN(CC1)C 1-O-(2-(4-N-methylpiperazine-1-yl) ethyl) glucopyranoside